(S)-4-amino-7-chloro-N-methyl-N-(6-(trifluoromethyl)-2,3-dihydrobenzofuran-3-yl)imidazo[1,5-a]quinoxaline-8-carboxamide NC=1C=2N(C3=CC(=C(C=C3N1)Cl)C(=O)N([C@@H]1COC3=C1C=CC(=C3)C(F)(F)F)C)C=NC2